ClC1=CC=C(C=C1)S(=O)(=O)\N=C(/NC[C@@H](COC)NS(N)(=O)=O)\N1N=C([C@@H](C1)C1=CC=CC=C1)C1=CC=C(C=C1)F (R,E)-N'-((4-chlorophenyl)sulfonyl)-3-(4-fluorophenyl)-N-((S)-3-methoxy-2-(sulfamoylamino)propyl)-4-phenyl-4,5-dihydro-1H-pyrazole-1-carboximidamide